C(C)(C)(C)OC(CN1N=C(N=N1)C(=O)OCC)=O ethyl 2-(2-(tert-butoxy)-2-oxoethyl)-2H-tetrazole-5-carboxylate